2-((6-(hydroxymethyl)chromen-5-yl)oxy)-1-phenylethanone OCC=1C(=C2C=CCOC2=CC1)OCC(=O)C1=CC=CC=C1